C1=CC(=C(C(=C1)SSC2=CC=CC(=C2[N+](=O)[O-])C(=O)O)[N+](=O)[O-])C(=O)O Dithiobis(2-nitrobenzoic acid)